[2-[1-[4-[[3-[3-fluoro-4-(4-hydroxybut-2-ynoxy)phenyl]imidazo[1,2-a]pyrazin-8-yl]amino]-2-methyl-benzoyl]-4-piperidyl]ethyl]carbamate FC=1C=C(C=CC1OCC#CCO)C1=CN=C2N1C=CN=C2NC2=CC(=C(C(=O)N1CCC(CC1)CCNC([O-])=O)C=C2)C